Cl[Ag].[K] potassium chlorosilver